CC1=NSC(=N1)C(=O)NN 3-methyl-1,2,4-thiadiazole-5-hydrazide